C(C)(C)(C)OC(NCC12CC(C1)(C2)C=O)=O ((3-formyl-bicyclo[1.1.1]pentan-1-yl)methyl)carbamic acid tert-butyl ester